2-[4,6-bis(1,1'-biphenyl-4-yl)-1,3,5-triazin-2-yl]-5-[(2-ethylhexyl)oxy]phenol C1(=CC=C(C=C1)C1=NC(=NC(=N1)C1=CC=C(C=C1)C1=CC=CC=C1)C1=C(C=C(C=C1)OCC(CCCC)CC)O)C1=CC=CC=C1